C(C)(=O)C=1C=CC(=C(C1)C1=C(C(=CC=C1)NC(=O)[C@H]1N(C[C@@H](C1)F)C(CN1N=C(C2=CC(=CC=C12)C=1C=NC(=NC1)C)C(C)=O)=O)F)Cl (2S,4R)-N-(5'-acetyl-2'-chloro-2-fluorobiphenyl-3-yl)-1-(2-(3-acetyl-5-(2-methylpyrimidin-5-yl)-1H-indazol-1-yl)acetyl)-4-fluoropyrrolidine-2-carboxamide